CN(CC#CC1=CC=C(CN2C=CC3=CC(=CC=C23)N2N=C(C=C2C)C(=O)N)C=C1)C 1-(1-(4-(3-(Dimethylamino)prop-1-yn-1-yl)benzyl)-1H-indol-5-yl)-5-methyl-1H-pyrazol-3-carboxamid